FC=1C=CC(=C(C1)C1=NN2C(=NC=3C=CC=CC3C2=N1)N[C@H]1C(NCCCC1)=O)OC(F)(F)F (3R)-3-({2-[5-fluoro-2-(trifluoromethoxy)phenyl][1,2,4]triazolo[1,5-c]quinazolin-5-yl}amino)azepan-2-one